2-amino-6-cyclopropyl-7-[(1-methylazetidin-3-yl)methyl]-1-(5-methyl-1H-indazol-4-yl)pyrrolo[3,2-c]pyridine-3-carboxamide NC1=C(C=2C=NC(=C(C2N1C1=C2C=NNC2=CC=C1C)CC1CN(C1)C)C1CC1)C(=O)N